5-butyl-3-(4-nitrophenyl)isoxazolebenzylaminosulfonic acid C(CCC)C1=CC(NO1)(C1=CC=CC=C1CNS(=O)(=O)O)C1=CC=C(C=C1)[N+](=O)[O-]